NC1=NC=CC=C1C1=NC=2C(=NC(=CC2)N2N=CC=C2)N1C=1C=C2CC[C@@H](C2=CC1)N1C=NC2=C(C1=O)C=NC(=C2)C (S)-3-(5-(2-(2-aminopyridin-3-yl)-5-(1H-pyrazol-1-yl)-3H-imidazo[4,5-b]pyridin-3-yl)-2,3-dihydro-1H-inden-1-yl)-7-methylpyrido[4,3-d]pyrimidin-4(3H)-one